levulinyl phosphoramidite P(OC(CCC(=O)C)=O)([O-])N